4-methyl-2'-hydroxy-4'-methoxy-3'-dimethylaminomethyl-chalcone CC1=CC=C(C=C1)\C=C\C(=O)C1=C(C(=C(C=C1)OC)CN(C)C)O